BrC1=C(C(=C(C(=C1F)F)F)F)S(=O)(=O)N(CC1=C(C=C(C=C1)F)Cl)CC(=O)N(CC1=CC(=CC(=C1)C1CC1)C1CC1)C1=C(C=C(C(=O)O)C=C1)OC1CC1 4-(2-(2-bromo-N-(2-chloro-4-fluorobenzyl)-3,4,5,6-tetrafluoro-phenylsulfonamido)-N-(3,5-dicyclopropylbenzyl)acetamido)-3-cyclopropoxybenzoic acid